NC1CC(C1)NC=1N=CC2=C(N1)C(=NC(=C2)C#N)NCCC 2-(((1r,3r)-3-aminocyclobutyl)amino)-8-(propylamino)pyrido[3,4-d]pyrimidine-6-carbonitrile